4-ethoxy-5-methoxybenzene-1,2-diamine C(C)OC=1C=C(C(=CC1OC)N)N